C(C)(C)(C)OOCC1=CC2=C(OCO2)C=C1 5-((t-butylperoxy)methyl)benzo[d][1,3]dioxole